3-(1-oxo-5-((2-(3-(quinoxalin-2-yl)azetidin-1-yl)cyclohexyl)oxy)isoindolin-2-yl)-piperidine-2,6-dione O=C1N(CC2=CC(=CC=C12)OC1C(CCCC1)N1CC(C1)C1=NC2=CC=CC=C2N=C1)C1C(NC(CC1)=O)=O